C1(=CC=CC=C1)C1CC(CC(C1)C1=CC=CC=C1)C1=CC=CC=C1 1,3,5-triphenylcyclohexane